C(C)(=O)C=1C=C(C=C2C(C=C(OC12)C1CCC(CC1)(F)F)=O)C 8-acetyl-2-(4,4-difluorocyclohexyl)-6-methyl-4H-chromen-4-one